Methyl 2-((4-butylphenyl)sulfonamido)benzoate C(CCC)C1=CC=C(C=C1)S(=O)(=O)NC1=C(C(=O)OC)C=CC=C1